NC1=C(C=C2N=CC(=NC2=C1C1=C(C(=CC=C1)O)C)C(F)(F)F)C(=O)N (P)-7-Amino-8-(3-hydroxy-2-methylphenyl)-2-(trifluoromethyl)quinoxaline-6-carboxamide